N=1N=C(CC1)CN1CCC(CC1)C=1C=C2C(=C(NC2=CC1)C=1C=C(C(N(C1)C)=O)C)C(C)C 5-(5-(1-((4H-pyrazol-3-yl)methyl)piperidin-4-yl)-3-isopropyl-1H-indol-2-yl)-1,3-dimethylpyridin-2(1H)-one